N6'-(2-(1-(Cyclopropylsulfonyl)-1H-pyrazol-4-yl)pyrimidin-4-yl)-N4'-((1s,4s)-4-fluorocyclohexyl)-5-((1-(2-fluoroethyl)piperidin-4-yl)oxy)-[2,3'-bipyridine]-4',6'-diamine C1(CC1)S(=O)(=O)N1N=CC(=C1)C1=NC=CC(=N1)NC1=CC(=C(C=N1)C1=NC=C(C=C1)OC1CCN(CC1)CCF)NC1CCC(CC1)F